2-benzyl-5-(tri-fluoromethyl)isoindoline C(C1=CC=CC=C1)N1CC2=CC=C(C=C2C1)C(F)(F)F